5-(2-methyl-5-tert-butyl-phenylthio)-2-(2-hydroxy-3-tert-butyl-5-methylphenyl)-2H-benzotriazole CC1=C(C=C(C=C1)C(C)(C)C)SC1=CC=2C(=NN(N2)C2=C(C(=CC(=C2)C)C(C)(C)C)O)C=C1